IC1=CC=C2C(=NN(C2=C1)C1OCCCC1)C=CC1=NC=CC=C1 6-iodo-3-(2-(pyridin-2-yl)vinyl)-1-(tetrahydro-2H-pyran-2-yl)-1H-indazole